E-(4,4-dibromovinyl-1,3-butadienyl)benzene BrC(=C/C=C(\C=C)/C1=CC=CC=C1)Br